CN1CCN(CC1)C1=NC=CC(=N1)N 2-(4-methylpiperazin-1-yl)pyrimidin-4-amine